FC=1C=C(CN2CCCCC2)C=CC1F 1-(3,4-difluorobenzyl)piperidin